NC1=NC(=NC=C1)C=1C(=NN(C1OCC[C@H](C)NC1=C(C=NC(=C1)Cl)C1=NC=C(C=C1)OC(F)F)C)C (S)-N-(4-((4-(4-Aminopyrimidin-2-yl)-1,3-dimethyl-1H-pyrazol-5-yl)oxy)butan-2-yl)-6'-chloro-5-(difluoromethoxy)-[2,3'-bipyridin]-4'-amine